CN1N=CC2=NC=CC(=C21)N methyl-1H-pyrazolo[4,3-b]pyridin-7-amine